C(C)(C)(C)OC(C1=CC(=C(C=C1)N)NCC1=CC=NN1CC)=O 4-amino-3-(((1-ethyl-1H-pyrazol-5-yl)methyl)amino)benzoic acid tert-butyl ester